4-(5-(4-Fluorophenoxy)thiophene-2-carbonyl)-3,4-dihydro-2H-pyrido[4,3-b][1,4]oxazine FC1=CC=C(OC2=CC=C(S2)C(=O)N2C3=C(OCC2)C=CN=C3)C=C1